5-[2-(3,5-Bis-trifluoromethyl-phenylamino)-5-methyl-pyrimidin-4-ylamino]-3H-benzooxazol-2-one FC(C=1C=C(C=C(C1)C(F)(F)F)NC1=NC=C(C(=N1)NC=1C=CC2=C(NC(O2)=O)C1)C)(F)F